C(C)N(S(=O)(=O)C(C(C(C(C(C(C(C(F)(F)F)(F)F)(F)F)(F)F)(F)F)(F)F)(F)F)(F)F)CCO 2-(N-ethylperfluoro-1-octanesulfonamido)ethanol